COC(CNCC)=O N-ethyl-glycine methyl ester